ClC=1C=C2C(=CN1)N(C(=C2)C2=CC=CC=1N(C=NC12)COCC[Si](C)(C)C)C 4-[5-chloro-1-methylpyrrolo[2,3-c]pyridin-2-yl]-1-[[2-(trimethylsilyl)ethoxy]methyl]-1,3-benzodiazole